(S)-2-amino-3-methoxy-N-(quinolin-8-ylmethyl)propanamide bis(2,2,2-trifluoroacetate) FC(C(=O)O)(F)F.FC(C(=O)O)(F)F.N[C@H](C(=O)NCC=1C=CC=C2C=CC=NC12)COC